(R)-2-(3-((2-(1-methyl-1H-pyrazol-4-yl)pyrimidin-4-yl)amino)-8-(3-((methylsulfonyl)methyl)azetidin-1-yl)isoquinolin-5-yl)propan-1-ol CN1N=CC(=C1)C1=NC=CC(=N1)NC=1N=CC2=C(C=CC(=C2C1)[C@H](CO)C)N1CC(C1)CS(=O)(=O)C